COC=1N=CC(=NC1OC)B(O)O 5,6-DIMETHOXYPYRAZIN-2-YLBORONIC ACID